COC(CCNC(=O)C=1C=C(C=CC1)B(O)O)=O 3-(3-methoxy-3-oxopropylcarbamoyl)-phenylboronic acid